1-carboxyethyl-pyridine bis(trifluoromethanesulfonyl)imide salt [N-](S(=O)(=O)C(F)(F)F)S(=O)(=O)C(F)(F)F.C(=O)(O)C(C)C1=NC=CC=C1